Tert-butyl ((2R)-4-cyclobutyl-4-(1,1-dimethylethylsulfinamido)-3-((1,3-dioxoisoindolin-2-yl)methyl)butan-2-yl)carbamate C1(CCC1)C(C([C@@H](C)NC(OC(C)(C)C)=O)CN1C(C2=CC=CC=C2C1=O)=O)NS(=O)C(C)(C)C